N1(CCCCC1)C1=CC(=[N+](C(=N1)N)[O-])N 6-(1-piperidinyl)-2,4-pyrimidinediamine-3-oxide